C(C)C(C[Nd])CCCC mono-2-ethylhexyl-neodymium